OCCN(CCN)CCO N,N-di(2-hydroxyethyl)ethylenediamine